(E)-5-(4-(2,4-dioxo-1,3-diazaspiro[4.4]nonan-3-yl)styryl)-2-hydroxy-3-methoxybenzaldehyde O=C1NC2(C(N1C1=CC=C(/C=C/C=3C=C(C(=C(C=O)C3)O)OC)C=C1)=O)CCCC2